CC(C#N)CC Methyl-butyronitrile